2,3-dihydroxyl-4-bromobenzaldehyde OC1=C(C=O)C=CC(=C1O)Br